C1(CC1)OC=1C=C2C=C(C=NC2=C(C1)C1=CC=C(C=C1)C(F)(F)F)C(=O)O 6-Cyclopropoxy-8-(4-(trifluoromethyl)phenyl)quinoline-3-carboxylic acid